3-triethoxysilylpropane-thiol C(C)O[Si](CCCS)(OCC)OCC